Cl.COC=1C2=C(C=3C(CN(C3C1)C(N)=N)C)C=CC=C2 5-Methoxy-1-methyl-1,2-dihydro-3H-benzo[e]indole-3-carboximidamide hydrochloride